C(C)(C)(C)N1N=NC(=C1)C(=O)N[C@H]1C2=C(CN(CC1)C(=O)OC(C)(C)C)C=C(C=C2)B2OC(C(O2)(C)C)(C)C tert-butyl (R)-5-(1-(tert-butyl)-1H-1,2,3-triazole-4-carboxamido)-8-(4,4,5,5-tetramethyl-1,3,2-dioxaborolan-2-yl)-1,3,4,5-tetrahydro-2H-benzo[c]azepine-2-carboxylate